5-[(4R,10bS)-8-(3-amino-3-methyl-azetidin-1-yl)-4-methyl-3,4,6,10b-tetrahydro-1H-pyrazino[2,1-a]isoindol-2-yl]-2-deutero-e-quinoline-8-carbonitrile NC1(CN(C1)C=1C=C2CN3[C@@H](C2=CC1)CN(C[C@H]3C)C3=C1C=CC(=NC1=C(C=C3)C#N)[2H])C